(3S)-1-(4-{7-Cyclopropyl-5-[(1R)-1-methyl-1,2,3,4-tetrahydroisoquinoline-2-carbonyl]pyrazolo[1,5-a]pyrimidin-2-yl}-3-fluorophenyl)-N-methylpyrrolidine-3-carboxamide C1(CC1)C1=CC(=NC=2N1N=C(C2)C2=C(C=C(C=C2)N2C[C@H](CC2)C(=O)NC)F)C(=O)N2[C@@H](C1=CC=CC=C1CC2)C